C(C)(C)(C)C1CCC(CC1)C(=O)N1CCC(CC1)CN1[C@@H]([C@H]([C@@H]([C@H](C1)O)O)O)C ((1s,4S)-4-(tert-butyl)cyclohexyl)(4-(((2R,3R,4R,5S)-3,4,5-trihydroxy-2-methylpiperidin-1-yl)methyl)piperidin-1-yl)methanone